FCCCCCCCCCCCCS(=O)(=O)OCCCCCCCCCCCCCCCCCCCCCC.[K] potassium behenyl fluorododecyl-sulfonate